3-Bromo-2-[[(3R,5R)-5-[4-[5-[tert-butyl(diphenyl)silyl]oxypentoxy]phenyl]-1-methyl-3-piperidyl]amino]pyrido[1,2-a]pyrimidin-4-one BrC1=C(N=C2N(C1=O)C=CC=C2)N[C@H]2CN(C[C@H](C2)C2=CC=C(C=C2)OCCCCCO[Si](C2=CC=CC=C2)(C2=CC=CC=C2)C(C)(C)C)C